BrC=1C(=NC(=NC1)NC=1C=C2C(=NC1)N(N=C2C)C)NC2=C(C=CC=C2)P(=O)(C)C 5-bromo-N4-(2-dimethylphosphorylphenyl)-N2-(1,3-dimethylpyrazolo[5,4-b]pyridin-5-yl)pyrimidine-2,4-diamine